C(C)(C)C1=NN(C=N1)C1=CC(=NC=C1)N(C(=O)C1CCC(CC1)N1CC(C1)O)CC12CCC(CC1)(CC2)C2=CC(=C(C=C2)OC)C 4-((4-(3-Isopropyl-1H-1,2,4-triazol-1-yl)pyridin-2-yl)((4-(4-methoxy-3-methylphenyl)bicyclo[2.2.2]octan-1-yl)methyl)carbamoyl)cyclohexyl-3-hydroxyazetidine